C(C(C)CCCCCCCC\C=C/CCCCCCCC(=O)N)CCCCCCCC\C=C/CCCCCCCC(=O)N propylenebisoleamide